C(C)C=1N(C=2N(C(C1N1CCN(CC1)C(C1=NC=CC=C1O)=O)=O)N=C(N2)N2CCOCC2)CC(=O)NC2=C(C=C(C=C2)C(F)(F)F)C 2-(5-ethyl-6-(4-(3-hydroxypicolinoyl)piperazin-1-yl)-2-morpholino-7-oxo-[1,2,4]triazolo[1,5-a]pyrimidin-4(7H)-yl)-N-(2-methyl-4-(trifluoromethyl)phenyl)acetamide